C1(=CC=CC=C1)C1CN(CCC1)S(=O)(=O)C1=C2C=CC=NC2=C(C=C1)O 5-[(3-phenyl-1-piperidyl)sulfonyl]quinolin-8-ol